5'-carboxymethylcytidine C(=O)(O)CC([C@@H]1[C@H]([C@H]([C@@H](O1)N1C(=O)N=C(N)C=C1)O)O)O